1-((1R,5S)-3,8-diazabicyclo[3.2.1]octan-8-yl)-6-(3-hydroxynaphthalen-1-yl)-3-((tetrahydro-1H-pyrrolizin-7a(5H)-yl)methoxy)-5,6,7,8-tetrahydro-2,6-naphthyridine-4-carbonitrile TFA salt OC(=O)C(F)(F)F.[C@H]12CNC[C@H](CC1)N2C2=NC(=C(C=1CN(CCC21)C2=CC(=CC1=CC=CC=C21)O)C#N)OCC21CCCN1CCC2